NC1=NC2=C(C3=CN=CC=C13)C=C(C=C2)C(=O)N([C@@H]2CCC1=CC(=CC=C21)C(F)(F)F)CC2CC2 (R)-5-amino-N-(cyclopropylmethyl)-N-(5-(trifluoromethyl)-2,3-dihydro-1H-inden-1-yl)benzo[c][2,6]naphthyridin-9-carboxamide